Cl.N1=C(C=CC=C1)SSCCN S-(2-pyridylthio)cysteamine hydrochloride